10H-indeno[2,1-e]tetrazolo[1,5-b][1,2,4]triazin-10-one N=1N=NN2N=C3C(=NC21)C(C=2C=CC=CC23)=O